C(C)(C)(C)C1=CC=C(C=C1)C=1NC=C(C1)C1=CC=CC=C1 2-(4-(tert-butyl)phenyl)-4-phenyl-1H-pyrrole